ethyl 2-((4R,5S)-7-ethyl-4-(4-fluorophenyl)-6-oxo-1-phenyl-5-(3-(trifluoromethyl)benzamido)-4,5,6,7-tetrahydro-1H-pyrazolo[3,4-b]pyridin-3-yl)acetate C(C)N1C2=C([C@H]([C@@H](C1=O)NC(C1=CC(=CC=C1)C(F)(F)F)=O)C1=CC=C(C=C1)F)C(=NN2C2=CC=CC=C2)CC(=O)OCC